(S)-3-(5-(((3S,4S)-1-((8-fluoro-2-(4-(2-hydroxypropan-2-yl)cyclohexyl)quinolin-6-yl)methyl)-4-(methoxymethyl)pyrrolidin-3-yl)oxy)-1-oxoisoindolin-2-yl)piperidine-2,6-dione FC=1C=C(C=C2C=CC(=NC12)C1CCC(CC1)C(C)(C)O)CN1C[C@H]([C@@H](C1)COC)OC=1C=C2CN(C(C2=CC1)=O)[C@@H]1C(NC(CC1)=O)=O